ClC1=C(NC=2C=NC=3CCN(CC3C2)C2=C(C=CC=N2)C)C(=CC=C1)F 6-[3-(2-chloro-6-fluoro-anilino)-7,8-dihydro-5H-1,6-naphthyridin-6-yl]-5-methyl-pyridine